C(CCC)NSC=1SC2=C(N1)C=CC=C2 N-1-butylbenzothiazole-2-sulfenamide